Methyl 5-[(2S)-3-tert-butoxy-2-[(3R)-1-tert-butoxycarbonylpyrrolidin-3-yl]-3-oxo-propyl]pyrazine-2-carboxylate C(C)(C)(C)OC([C@@H](CC=1N=CC(=NC1)C(=O)OC)[C@@H]1CN(CC1)C(=O)OC(C)(C)C)=O